C(C)(C)N1CCC=2C1=CN=C(C2)C2=NSC(=N2)NC2=C(C=C(C=N2)N(C(OC(C)(C)C)=O)C)C(F)(F)F tert-Butyl (6-((3-(1-isopropyl-2,3-dihydro-1H-pyrrolo[2,3-c]pyridin-5-yl)-1,2,4-thiadiazol-5-yl)amino)-5-(trifluoromethyl)pyridin-3-yl)(methyl)carbamate